4-(4-(3,8-diazabicyclo[3.2.1]octan-3-yl)-8-fluoro-2-(((2R,7aS)-2-fluorotetrahydro-1H-pyrrolizin-7a(5H)-yl)methoxy)pyrido[4,3-d]pyrimidin-7-yl)-5-fluoronaphthalen-2-ol C12CN(CC(CC1)N2)C=2C1=C(N=C(N2)OC[C@]23CCCN3C[C@@H](C2)F)C(=C(N=C1)C1=CC(=CC2=CC=CC(=C12)F)O)F